4-(1H-pyrazole-4-yl)benzoic acid N1N=CC(=C1)C1=CC=C(C(=O)O)C=C1